(2R,3R)-3-(4-(4-(1-(pent-3-yl)-1H-pyrazol-4-yl)pyrazolo[1,5-a]pyrazin-6-yl)-1H-pyrazol-1-yl)butan-2-ol CCC(CC)N1N=CC(=C1)C=1C=2N(C=C(N1)C=1C=NN(C1)[C@@H]([C@@H](C)O)C)N=CC2